C1(=CC=CC=C1)C1=NC(=NC(=N1)C1=CC=CC=C1)C=1C=C(C=C(C1)N1C2=CC=C(C=C2C=2C=C(C=CC12)C1=C(C=C(C#N)C=C1)C#N)C1=C(C=C(C#N)C=C1)C#N)N1C2=CC=C(C=C2C=2C=C(C=CC12)C1=C(C=C(C#N)C=C1)C#N)C1=C(C=C(C#N)C=C1)C#N 4,4',4'',4'''-((5-(4,6-diphenyl-1,3,5-triazin-2-yl)-1,3-phenylene)bis(9H-carbazole-9,3,6-triyl))tetraisophthalonitrile